C(C1=CC=CC=C1)C1=NNC=C1C=1C=C(C=C2C3=C(NC12)C(=NC=C3)C)Cl 8-(3-Benzyl-1H-pyrazol-4-yl)-6-chloro-1-methyl-9H-pyrido[3,4-b]indole